(2S,4R)-N-((R)-3-([1,1'-biphenyl]-4-yl)-1-amino-1-oxopropan-2-yl)-1-((S)-2-(4-cyclopropyl-1H-1,2,3-triazol-1-yl)propionyl)-4-hydroxypyrrolidine-2-carboxamide C1(=CC=C(C=C1)C[C@H](C(=O)N)NC(=O)[C@H]1N(C[C@@H](C1)O)C([C@H](C)N1N=NC(=C1)C1CC1)=O)C1=CC=CC=C1